CN1N=C(C=C1)C1=CC(=CC=C1)OC1OCCCC1 1-methyl-3-(3-((tetrahydro-2H-pyran-2-yl)oxy)phenyl)-1H-pyrazole